(2-cyanoethyl)thiomorpholine C(#N)CCN1CCSCC1